3-(3-(5-Cyanopyridin-2-yl)-3,8-diazabicyclo[3.2.1]oct-8-yl)-3-oxopropyl-(methyl)carbamic acid tert-butyl ester C(C)(C)(C)OC(N(C)CCC(=O)N1C2CN(CC1CC2)C2=NC=C(C=C2)C#N)=O